CC1=CC(=NN1C1CC2(CN(C2)C(=O)OC(C)(C)C)C1)N1C(CC2(CN(CCO2)C)CC1)(C)C tert-butyl 6-(5-methyl-3-(4,8,8-trimethyl-1-oxa-4,9-diazaspiro[5.5]undecan-9-yl)-1H-pyrazol-1-yl)-2-azaspiro[3.3]heptane-2-carboxylate